(2-((5-ethoxypentyl)oxy)ethoxy)methane methyl-6-amino-2,5-dimethyl-1,3-benzoxazole-7-carboxylate COC(=O)C1=C(C(=CC=2N=C(OC21)C)C)N.C(C)OCCCCCOCCOC